(S)-(-)-1-2-naphthylethylamine C1=C(C=CC2=CC=CC=C12)[C@H](C)N